FC=1C=C(C=C(C1)F)NC1=NC=C(C(=N1)NC1=CC=C(C=C1)C1CCNCC1)C=1C=NN(C1)C(C)O (4-(2-(3,5-difluorophenylamino)-4-(4-(piperidin-4-yl)phenylamino)pyrimidin-5-yl)-1H-pyrazol-1-yl)ethan-1-ol